7-chloro-1-methyl-6-((6-(methylamino)pyrazolo[1,5-a]pyrazin-3-yl)oxy)-N-(3-(1-methylpiperidin-4-yl)-5-(trifluoromethyl)phenyl)-1H-imidazo[4,5-b]pyridin-2-amine ClC1=C2C(=NC=C1OC=1C=NN3C1C=NC(=C3)NC)N=C(N2C)NC2=CC(=CC(=C2)C(F)(F)F)C2CCN(CC2)C